COC=1C=C(C=CC1OC)[C@@H](C)NC(\C=C\C1=CNC2=NC=CC(=C21)C2=CC(=CC=C2)CN(C)C)=O (R,E)-N-(1-(3,4-dimethoxyphenyl)ethyl)-3-(4-(3-((dimethylamino)methyl)phenyl)-1H-pyrrolo[2,3-b]pyridin-3-yl)acrylamide